ClC1=NC(=CC(=C1)C=1C=CC=2C=3C=4NC[C@H](NC(C4SC3C=CC2N1)=O)C)C=C (15R)-5-(2-chloro-6-vinyl-4-pyridyl)-15-methyl-11-thia-6,14,17-triazatetracyclo[8.8.0.0^2,7.0^12,18]octadeca-1(10),2(7),3,5,8,12(18)-hexaen-13-one